2-((6-chloroimidazo[1,2-b]pyridazin-2-yl)amino)-2-oxoethyl acetate C(C)(=O)OCC(=O)NC=1N=C2N(N=C(C=C2)Cl)C1